sulfo(sulfonate) S(=O)(=O)(O)S(=O)(=O)[O-]